(2R,3S)-5,7-dihydroxy-2-(3,4,5-trihydroxyphenyl)chroman-3-yl 3,4-dihydroxy-5-methoxybenzoate OC=1C=C(C(=O)O[C@@H]2[C@H](OC3=CC(=CC(=C3C2)O)O)C2=CC(=C(C(=C2)O)O)O)C=C(C1O)OC